2-trifluoromethyl-1,3-propylene glycol FC(C(CO)CO)(F)F